FC(C(=O)O)(F)F.ClC1=C(C(=CC=C1)Cl)N1N=C(CC1C1=CC=C(C=C1)C1=CC(=CC=C1)S(=O)(=O)CCCNC)C(C(F)(F)F)(C(F)(F)F)O 2-(1-(2,6-Dichlorophenyl)-5-(3'-(3-(methylamino)propylsulfonyl)biphenyl-4-yl)-4,5-dihydro-1H-pyrazol-3-yl)-1,1,1,3,3,3-hexafluoropropan-2-ol, trifluoroacetic acid salt